3-(6-bromo-3-fluoro-2-pyridyl)-5-cyclopropyl-6-methoxy-pyrazolo[1,5-a]pyrimidine BrC1=CC=C(C(=N1)C=1C=NN2C1N=C(C(=C2)OC)C2CC2)F